C(C)OI(OCC)C1=CC=CC=C1 (diethoxyiodo)benzene